Cl.CC(CCCCC)C(=O)O Heptane-2-carboxylate hydrochloride